6-Bocamino-2H-1,4-benzoxazin-3(4H)-one C(=O)(OC(C)(C)C)NC=1C=CC2=C(NC(CO2)=O)C1